NC1=NN2C(C=C(C=C2)C2=CN=CC(=N2)C=2C(=NN(C2)C(C(C)(F)F)C2=CC=C(C=C2)F)C#N)=N1 4-(6-(2-amino-[1,2,4]triazolo[1,5-a]pyridin-7-yl)pyrazin-2-yl)-1-(2,2-difluoro-1-(4-fluorophenyl)propyl)-1H-pyrazole-3-carbonitrile